O1N=CC(=C1)CNC(CN1N=C(C=CC1=O)C1=CC=C(C=C1)OC)=O N-(isoxazol-4-ylmethyl)-2-(3-(4-methoxyphenyl)-6-oxopyridazin-1(6H)-yl)acetamide